CC1=C2CCC(NC2=CC=C1)=O 5-Methyl-3,4-dihydroquinol-2(1H)-one